2-(3,3-Difluorocyclobutyl)-2'-(1-methyltriazol-4-yl)spiro[4,5-dihydrothieno[2,3-c]pyran-7,4'-piperidine] FC1(CC(C1)C1=CC2=C(S1)C1(CC(NCC1)C=1N=NN(C1)C)OCC2)F